2-(2'-iodobenzoyl) ethyl methacrylate CC(=C)C(=O)OCCC(=O)C1=CC=C(C=C1)I